3-p-chlorophenoxy-1,2-propanediol ClC1=CC=C(OCC(CO)O)C=C1